5-azido-2-(2-bromoacetamido)-N-(prop-2-yn-1-yl)benzamide N(=[N+]=[N-])C=1C=CC(=C(C(=O)NCC#C)C1)NC(CBr)=O